C(C)(C)(C)OOC(C)(C)C1=CC(=CC=C1)C(C)(C)OOC(C)(C)C α,α'-bis(tert-butyl-peroxy)-m-diisopropyl-benzene